N1N=PC=C1 diazaphosphol